7-Fluoro-1-methyl-3-nitro-1H-pyrrolo[3,2-c]pyridin-4(5H)-one FC=1C2=C(C(NC1)=O)C(=CN2C)[N+](=O)[O-]